6-((3aS,7aS)-5-(((S)-5-(ethoxycarbonyl)-6-(3-fluoro-2-methylphenyl)-2-(thiazol-2-yl)-3,6-dihydropyrimidin-4-yl)methyl)-1-oxooctahydro-2H-pyrrolo[3,4-c]pyridin-2-yl)nicotinic acid C(C)OC(=O)C1=C(NC(=N[C@H]1C1=C(C(=CC=C1)F)C)C=1SC=CN1)CN1C[C@@H]2[C@H](CC1)C(N(C2)C2=NC=C(C(=O)O)C=C2)=O